2-(4-((2-acetamidothiazol-5-yl)methyl)piperazin-1-yl)-N-(6-methoxybenzo[d]thiazol-2-yl)acetamide C(C)(=O)NC=1SC(=CN1)CN1CCN(CC1)CC(=O)NC=1SC2=C(N1)C=CC(=C2)OC